FCOC=1C=C(C(=O)NC)C=CC1NCC#CC=1N(C2=CC=CC(=C2C1)NC1CCC(CC1)N(C)C)CC(F)(F)F 3-(fluoromethoxy)-N-methyl-4-{[3-(4-{[(1R,4R)-4-(dimethyl-amino)cyclohexyl]amino}-1-(2,2,2-trifluoro-ethyl)-1H-indol-2-yl)prop-2-yn-1-yl]amino}benzamide